N-(ethylaminothiocarbonyl)-2-(2-Methylpyridin-3-yl)-2-(4-(trifluoromethyl)pyridin-2-yl)acetamide C(C)NC(=S)NC(C(C1=NC=CC(=C1)C(F)(F)F)C=1C(=NC=CC1)C)=O